COC(C[C@H](C#CC)C1=CC=C(C=C1)O[C@@H]1CCC2=C(C=CC(=C12)F)C=1C=NC(=CC1C)OCC1(COC1)C)=O (S)-3-(4-(((R)-7-fluoro-4-(4-methyl-6-((3-methyloxetan-3-yl)methoxy)pyridin-3-yl)-2,3-dihydro-1H-inden-1-yl)oxy)phenyl)hex-4-ynoic acid methyl ester